14α-hydroxy-androstenedione O[C@@]12CCC([C@@]1(C)CC[C@@H]1[C@]3(CCC(C=C3CC[C@@H]21)=O)C)=O